FC1=C(C=C(C=C1)NC(=O)C=1N(C(=C2C1OC[C@H]1[C@@H](NS2(=O)=O)CN(C1)C(=O)OC(C)(C)C)C)C)C tert-butyl (3aR,10aR)-8-((4-fluoro-3-methylphenyl)carbamoyl)-6,7-dimethyl-3a,4,10,10a-tetrahydro-1H,7H-dipyrrolo[3,4-b:3',4'-f][1,4,5]oxathiazocine-2(3H)-carboxylate 5,5-dioxide